[Mn](=O)(=O)(=O)[O-].[Li+].[Mn](=O)(=O)(=O)[O-].[Na+] sodium permanganate lithium permanganate